azooxide N1=NO1